ClC1=CC(=CC=2N=C(OC21)C=2C(=C(C=CC2)C2=C(C(=CC=C2)NC=2N=CC=C1C=C(C=NC21)C=O)C)C)CN2[C@@H](CCCC2)C(=O)O (S)-1-((7-chloro-2-(3'-((3-formyl-1,7-naphthyridin-8-yl)amino)-2,2'-dimethyl-[1,1'-biphenyl]-3-yl)benzo[d]oxazol-5-yl)methyl)piperidine-2-carboxylic acid